ClC=1C=CC=C2[C@H](CCOC12)NC(=O)NC1=NN(C=C1)C1=CC=C(C=C1)OC(F)(F)F (S)-1-(8-chlorochroman-4-yl)-3-(1-(4-(trifluoromethoxy)phenyl)-1H-pyrazol-3-yl)urea